CN1N=CC(=C1)C1=C2C(=NC=C1)NC=C2C=2C=C1C(=NC=NC1=CC2)N2CCN(CC2)C 6-(4-(1-methyl-1H-pyrazol-4-yl)-1H-pyrrolo[2,3-b]pyridin-3-yl)-4-(4-methylpiperazin-1-yl)quinazoline